Di(2-(2-methoxyethoxy)ethyl) vinylphosphonite C(=C)P(OCCOCCOC)OCCOCCOC